(6-(5-((triisopropylsilyl)oxy)pent-1-yloxy)pyridin-3-yl)cyclobutan-ol C(C)(C)[Si](OCCCCCOC1=CC=C(C=N1)C1(CCC1)O)(C(C)C)C(C)C